1-(phenylbutyl)urea C1(=CC=CC=C1)CCCCNC(=O)N